tert-butyl 3-(2-morpholino-3-((2-(trimethylsilyl)ethoxy)methyl)-3H-imidazo[4,5-b]pyridin-7-yl)-3,8-diazabicyclo[3.2.1]octane-8-carboxylate O1CCN(CC1)C1=NC=2C(=NC=CC2N2CC3CCC(C2)N3C(=O)OC(C)(C)C)N1COCC[Si](C)(C)C